ClC=1C(=NC=CC1)N[C@@H]1CN(CC1)C1=C(C=C(C=C1)OC1=C(C=CC=C1)CC)CO (S)-(2-(3-(3-chloropyridin-2-ylamino)pyrrolidin-1-yl)-5-(2-ethylphenoxy)phenyl)methanol